FC1(C[C@H](N(CC1)C1=C(C(=O)NC2=CC(=NC=C2)S(N)(=O)=O)C=C(C=N1)C(F)(F)F)C)F |o1:3| (R or S)-2-(4,4-difluoro-2-methylpiperidin-1-yl)-N-(2-sulfamoylpyridin-4-yl)-5-(trifluoro-methyl)nicotinamide